(S)-4-(5-(3-((2-((S)-3-carboxybutanoyl)-5-methoxythieno[3,2-b]pyridin-6-yl)oxy)propoxy)-6-methoxybenzo[b]thiophen-2-yl)-2-methyl-4-oxobutanoic acid C(=O)(O)[C@H](CC(=O)C1=CC2=NC(=C(C=C2S1)OCCCOC1=CC2=C(SC(=C2)C(C[C@@H](C(=O)O)C)=O)C=C1OC)OC)C